ClC1=C(C=CC=C1)CC(=O)NC1=CC(=C(C=C1)C=1C=NC(=NC1)NCC)S(N)(=O)=O 2-(2-chlorophenyl)-N-{4-[2-(ethylamino)pyrimidin-5-yl]-3-sulfamoylphenyl}acetamide